ClC=1C=CC=C2C=CC=C(C12)N1CC=2C(=C(N=C(C2CC1)N1CC(N(CC1)C(C(=C)F)=O)CC#N)OC[C@H]1N(CCC1)C)C#N 6-(8-chloronaphthalen-1-yl)-1-(3-(cyanomethyl)-4-(2-fluoroacryloyl)piperazin-1-yl)-3-(((S)-1-methylpyrrolidin-2-yl)methoxy)-5,6,7,8-tetrahydro-2,6-naphthyridine-4-carbonitrile